1-(((2r,3s)-2-ethyl-5-oxomorpholin-3-yl)methoxy)imidazo[1,2-a][1,7]naphthyridine-6-carboxamide C(C)[C@@H]1[C@@H](NC(CO1)=O)COC1=NC=CC=2C=C(C=3N(C12)C=CN3)C(=O)N